[Se](=O)(=O)([O-])[O-].[Na+].[Se+] selenium (i) sodium selenate